FC=1C(=NC=CC1)[C@@H](C(=O)N1CC2=NN(C=C2C1)S(=O)(=O)C1=CC=C(C=C1)OC)O (2S)-2-(3-fluoropyridin-2-yl)-2-hydroxy-1-[2-(4-methoxybenzenesulfonyl)-2H,4H,5H,6H-pyrrolo[3,4-c]pyrazol-5-yl]ethan-1-one